1,5-difluoro-3-iodo-2-methyl-benzene FC1=C(C(=CC(=C1)F)I)C